3-HYDROXYMETHYLTHIOPHENE-2-BORONIC ACID OCC1=C(SC=C1)B(O)O